O=C1N(C(C=C1)=O)CCCCCCCCCC(=O)O 10-(2,5-dioxopyrrol-1-yl)decanoic acid